cysteamine-HCL Cl.NCCS